C(C)(=O)O[C@H]1C[C@@]2(CCCC([C@H]2CC1)(C)C)C (+)-(2R,4aR,8aS)-5,5,8a-trimethyl-decahydronaphthalen-2-yl acetate